1-(bromomethyl)pyrene BrCC1=CC=C2C=CC3=CC=CC4=CC=C1C2=C34